3-(4-{[4-(2-hydroxyethyl)piperazin-1-yl]methyl}phenyl)-1-phenylprop-2-en-1-one OCCN1CCN(CC1)CC1=CC=C(C=C1)C=CC(=O)C1=CC=CC=C1